BrCC(COC1=C(C=C(C=C1)F)C(C)=O)=C 1-(2-((2-(bromomethyl)allyl)oxy)-5-fluorophenyl)ethan-1-one